N-(4-bromo-2-methylbenzylethyl)carboxamide BrC1=CC(=C(CCCNC=O)C=C1)C